4-{[(3-{1-[(3-hydroxypyrrolidin-1-yl)sulfonyl]-3-(trifluoromethyl)piperidin-4-yl}-1-(4-methylfuran-3-carbonyl)-1H-pyrazol-5-yl)(methyl)amino]methyl}benzene-1-carboximidamide OC1CN(CC1)S(=O)(=O)N1CC(C(CC1)C1=NN(C(=C1)N(C)CC1=CC=C(C=C1)C(N)=N)C(=O)C1=COC=C1C)C(F)(F)F